FC(C1=CC2=CNC=C2C=C1)(F)F 5-(trifluoromethyl)-isoindol